BrC=1C(N(C=NC1N[C@H]1CN(C[C@H](C1)C1=CC=C(C=C1)OC)C)C)=O 5-bromo-6-[[(3R,5R)-5-(4-methoxyphenyl)-1-methyl-3-piperidyl]amino]-3-methyl-pyrimidin-4-one